11'-(5-chloro-2,4-difluorophenyl)-8'-(piperazin-1-yl-2,2,3,3,5,5,6,6-d8)-10'-(trifluoromethyl)-2'H,4'H,6'H-spiro[oxetane-3,3'-[1,4]thiazepino[2,3,4-ij]quinazolin]-6'-one ClC=1C(=CC(=C(C1)C1=C(C=C2C(=NC(N3C2=C1SCC1(C3)COC1)=O)N1C(C(NC(C1([2H])[2H])([2H])[2H])([2H])[2H])([2H])[2H])C(F)(F)F)F)F